OC1=NC=CC(=C1)N1C(N=C(C2=C1N=C(C=C2)C(F)(F)F)NC)=O 1-(2-hydroxypyridin-4-yl)-4-(methyl-amino)-7-(trifluoromethyl)-pyrido[2,3-d]pyrimidin-2(1H)-one